(2-(3-(1-acetylpiperidin-4-yl)-4-(benzofuran-2-yl)-1H-indazol-1-yl)acetyl)glycylglycine C(C)(=O)N1CCC(CC1)C1=NN(C2=CC=CC(=C12)C=1OC2=C(C1)C=CC=C2)CC(=O)NCC(=O)NCC(=O)O